2-((5-(difluoromethoxy)-7-methyl-1-tosyl-1H-indol-4-yl)methyl)-3-hydroxy-2H-indazole-5-carbonitrile FC(OC=1C(=C2C=CN(C2=C(C1)C)S(=O)(=O)C1=CC=C(C)C=C1)CN1N=C2C=CC(=CC2=C1O)C#N)F